COC=1C=C2C=CC=NC2=CC1OCCNC 6-methoxy-7-[2-(methylamino)ethoxy]quinolin